C(C1=CC=CC=C1)N1C(NC2=NC=C(C=C21)C=2C(=NOC2C)C)=O 1-benzyl-6-(3,5-dimethyl-1,2-oxazol-4-yl)-3H-imidazo[4,5-b]pyridin-2-one